1-((2S,5S)-9-((2,4-difluorophenyl)ethynyl)-2,3-dihydro-2,5-methanopyrido[3,4-f][1,4]oxazepin-4(5H)-yl)-3,3-difluoro-2,2-dimethylpropan-1-one FC1=C(C=CC(=C1)F)C#CC1=CN=CC=2[C@H]3N(C[C@@H](OC21)C3)C(C(C(F)F)(C)C)=O